CN1C=2C(C(=CC1=O)OS(=O)(=O)C(F)(F)F)=NN(C2)C2OCCCC2.OC2[C@H](O[C@H]([C@@H](C2=O)O)OC2=CC=C(C=C2)[N+](=O)[O-])CO (2R,5S,6S)-3,5-dihydroxy-2-(hydroxymethyl)-6-(4-nitrophenoxy)tetrahydro-4H-Pyran-4-one 4-methyl-5-oxo-2-(tetrahydro-2H-pyran-2-yl)-4,5-dihydro-2H-pyrazolo[4,3-b]pyridin-7-yl-triflate